4-(3-phenylisoxazolidin-2-yl)-N-(piperidin-4-yl)-5-(trifluoromethyl)pyrimidin-2-amine C1(=CC=CC=C1)C1N(OCC1)C1=NC(=NC=C1C(F)(F)F)NC1CCNCC1